FC=1C(=C2C=CNC2=CC1)C=1N=C(C2=C(N1)C=C(S2)CN2CC(N(CC2)CC2CC2)=O)N2CCOCC2 4-((2-(5-fluoro-1H-indol-4-yl)-4-morpholinothieno[3,2-d]pyrimidin-6-yl)methyl)-1-(cyclopropylmethyl)piperazin-2-one